ClC1=CNC=2N=C(N=C(C21)OC2CCC(CC2)(C)O)NC2=C(C=C(C(=O)N(C)C)C=C2)O[C@@H](C(F)(F)F)C 4-((5-chloro-4-(((1s,4S)-4-hydroxy-4-methylcyclohexyl)oxy)-7H-pyrrolo[2,3-d]pyrimidin-2-yl)amino)-N,N-dimethyl-3-(((R)-1,1,1-trifluoropropan-2-yl)oxy)benzamide